C1=CC=C(C=2OC3=C(C21)C=CC=C3)C3=CC=C(C=C3)B(O)O (4-(dibenzo[b,d]furan-4-yl)phenyl)boronic acid